(R)-N-[1-(1-naphthyl)ethyl]-3-[3-(trifluoromethyl)phenyl]propan-1-amine C1(=CC=CC2=CC=CC=C12)[C@@H](C)NCCCC1=CC(=CC=C1)C(F)(F)F